(+/-)-cis-4-(4-methoxyphenyl)piperidine-1,3-dicarboxylic acid 1-tert-butyl 3-ethyl ester C(C)OC(=O)[C@@H]1CN(CC[C@@H]1C1=CC=C(C=C1)OC)C(=O)OC(C)(C)C |r|